C(C)O[Si](CCCSCCC[Si](OCC)(OCC)OCC)(OCC)OCC bis[3-(triethoxysilyl) propyl] sulfide